C1(=CC=CC=C1)S(=O)(=O)ON=C(C#N)C=1SC=CC1 α-(benzenesulfonyloxyimino)-2-thienylacetonitrile